(2S)-1-[6-methyl-4-(trifluoromethyl)pyridin-2-yl]-2,3-dihydro-1H-indole-2-carboxylic acid CC1=CC(=CC(=N1)N1[C@@H](CC2=CC=CC=C12)C(=O)O)C(F)(F)F